BrC=1C=2N(C=C(C1)C1CC1)C=C(N2)C(COC)=O 1-(8-bromo-6-cyclopropylimidazo[1,2-a]pyridin-2-yl)-2-methoxyethan-1-one